CC1(CCC2=C(CC1)C=C(C=C2)C=2C=C1C(=NC2)NN=C1C1=CC=C(C(=O)N[C@H]2COCC2)C=C1)N1[C@@H](CCC1)C 4-(5-{7-Methyl-7-[(2R)-2-methylpyrrolidin-1-yl]-6,7,8,9-tetrahydro-5H-benzo[7]annulen-2-yl}-1H-pyrazolo[3,4-b]pyridin-3-yl)-N-[(3R)-oxolan-3-yl]benzamide